ethyl 2-[2-[3-[5-[(6-bromo-2-pyridyl)oxymethyl]-2-cyano-phenyl]propoxy]-5-fluoro-4-(4,4,5,5-tetramethyl-1,3,2-dioxaborolan-2-yl)phenyl]acetate BrC1=CC=CC(=N1)OCC=1C=CC(=C(C1)CCCOC1=C(C=C(C(=C1)B1OC(C(O1)(C)C)(C)C)F)CC(=O)OCC)C#N